C[C@@H]1[C@@H]([C@@H]([C@H]([C@H](O1)OP(=O)([O-])OP(=O)([O-])OC[C@@H]2[C@H](C[C@@H](O2)N3C=C(C(=O)NC3=O)C)O)O)O)NC(=O)C The molecule is a dTDP-4-acetamido-4,6-dideoxy-D-galactose(2-) in which the anomeric centre of the pyranose fragment has alpha-configuration. It is a conjugate base of a dTDP-4-acetamido-4,6-dideoxy-alpha-D-galactose.